COC1=CC=C2CC(COC2=C1S(=O)O)(C)C 7-methoxy-3,3-dimethylchromane-8-sulfinic acid